8-chloro-4-((3-chloro-4-fluorophenyl)amino)-6-((di(pyridin-2-yl)methyl)amino)quinoline-3-carbonitrile ClC=1C=C(C=C2C(=C(C=NC12)C#N)NC1=CC(=C(C=C1)F)Cl)NC(C1=NC=CC=C1)C1=NC=CC=C1